C(CCCCCCCC)C=C(C(=O)O)C.C(C(=C)C)(=O)OCCCCCCCCC nonyl methacrylate (nonyl methacrylate)